5-(4-((2-methyl-3-oxo-8-(prop-1-yn-1-yl)-3,4-dihydroquinoxalin-6-yl)methyl)piperazin-1-yl)pyridine CC1=NC2=C(C=C(C=C2NC1=O)CN1CCN(CC1)C=1C=CC=NC1)C#CC